(R,E)-N-(4-((4-([1,2,4]triazolo[1,5-a]pyridin-7-yloxy)-2-methoxy-5-methylphenyl)amino)-7-methoxyquinazolin-6-yl)-2-fluoro-3-(pyrrolidin-2-yl)acrylamide N=1C=NN2C1C=C(C=C2)OC2=CC(=C(C=C2C)NC2=NC=NC1=CC(=C(C=C21)NC(/C(=C\[C@@H]2NCCC2)/F)=O)OC)OC